((tert-butyldimethylsilyl)oxy)-1-methylcyclobutane-1-carboxylic acid methyl ester COC(=O)C1(C(CC1)O[Si](C)(C)C(C)(C)C)C